4-((S or R)-1-(((R)-((S)-7-(1-methyl-1H-pyrazol-4-yl)-2,3-dihydro-1H-pyrido[2,3-b][1,4]oxazin-3-yl)(phenyl)methyl)amino)propan-2-yl)benzoic acid CN1N=CC(=C1)C1=CC2=C(O[C@@H](CN2)[C@@H](C2=CC=CC=C2)NC[C@@H](C)C2=CC=C(C(=O)O)C=C2)N=C1 |o1:23|